C(C)OC(=O)C=1C(=NN(C1)C1=CC(=NC=C1C)CC1=CC(=CC(=C1)C(F)(F)F)F)C.FC1=C(C(=C(C(=C1[B-](C1=C(C(=C(C(=C1F)F)F)F)F)(C1=C(C(=C(C(=C1F)F)F)F)F)C1=C(C(=C(C(=C1F)F)F)F)F)F)F)F)F.C(CCCCCCCCCCC)[NH+](C1=CC=CC=C1)CCCCCCCCCCCC N,N-didodecyl-anilinium tetrakis(pentafluorophenyl)borate ethyl-1-(2-(3-fluoro-5-(trifluoromethyl)benzyl)-5-methylpyridin-4-yl)-3-methyl-1H-pyrazole-4-carboxylate